C1OC(N2C1=CC=CC2)=O 1H-oxazolo[3,4-a]pyridin-3(5H)-one